FC1=C(C(=CC(=C1)N[C@@H]1CN(CC1)CCCF)F)[C@H]1N([C@@H](CC2=CC(=CC=C12)C(=O)O)C)CC(F)(F)F (1S,3R)-1-(2,6-difluoro-4-(((S)-1-(3-fluoropropyl)pyrrolidin-3-yl)amino)phenyl)-3-methyl-2-(2,2,2-trifluoroethyl)-1,2,3,4-tetrahydroisoquinoline-6-carboxylic acid